BrC=1C(=C(C(=O)NC2=C(C=CC=C2)NC)C(=CC1)Cl)F 3-bromo-6-chloro-2-fluoro-N-(2-(methylamino)phenyl)benzamide